N1(CCC1)C/C=C/C(=O)NC1=CC(=CC=C1)NC1=NC=C(C(=N1)NC=1C=C(C=CC1)C)F (E)-4-(azetidin-1-yl)-N-(3-(5-fluoro-4-(m-tolylamino)pyrimidin-2-ylamino)phenyl)but-2-enamide